C(C)(C)(C)[S@@](=O)N[C@@H]1C2=C(C=NC(=C2)C)CC12CCN(CC2)C(=O)OC(C)(C)C tert-butyl (5S)-5-[[(R)-tert-butylsulfinyl]amino]-3-methylspiro[5,7-dihydrocyclopenta[c]pyridine-6,4'-piperidine]-1'-carboxylate